6-[(2S)-2-aminopropyl]-2-chloro-7-methyl-N-[(5-methyl-1,3-thiazol-2-yl)methyl]thieno[3,2-d]pyrimidin-4-amine N[C@H](CC1=C(C=2N=C(N=C(C2S1)NCC=1SC(=CN1)C)Cl)C)C